Ethyl (3S)-3-(2-(5-(2-(azetidin-1-yl)ethyl)-2-oxo-4-(trifluoromethyl)pyridin-1(2H)-yl)-4-methylpentanamido)-3-(4-fluoro-2',4',5,6'-tetramethyl-[1,1'-biphenyl]-3-yl)propanoate N1(CCC1)CCC=1C(=CC(N(C1)C(C(=O)N[C@@H](CC(=O)OCC)C=1C=C(C=C(C1F)C)C1=C(C=C(C=C1C)C)C)CC(C)C)=O)C(F)(F)F